C(CCCCCCCCCCCCC)(=O)N[C@@H](CO)[C@@H](CCCCCCCCCCCCCCC)O (2S,3R)-2-tetradecanoylaminooctadecane-1,3-diol